C1C(CC2=CC=CC=C12)OCC1=C(C=CC(=C1)C1(CC1)C#N)C1=CC(=C(C(=C1)OC)C)OC {2-[(2,3-dihydro-1H-inden-2-yloxy)methyl]-3',5'-dimethoxy-4'-methyl-[1,1'-biphenyl]-4-yl}cyclopropane-1-carbonitrile